Methyl-(4-azido-2-(trifluoromethyl)benzoyl)glycine CN(CC(=O)O)C(C1=C(C=C(C=C1)N=[N+]=[N-])C(F)(F)F)=O